BrC1=C(C(=C(C=C1)C1=C(C=CC=C1)C)C)Br dibromo-2,2'-dimethylbiphenyl